9-(6-(3-(dimethylamino)propoxy)pyridin-3-yl)-1-((2S,6R)-2,6-dimethylmorpholino)-3-methylpyrazolo[1,5-c]quinazolin-2(3H)-one CN(CCCOC1=CC=C(C=N1)C1=CC=2C=3N(C=NC2C=C1)N(C(C3N3C[C@@H](O[C@@H](C3)C)C)=O)C)C